FC=1C(=C(C=CC1F)[C@H]1[C@@H](O[C@]([C@H]1C)(C(F)(F)F)C)C(=O)O)OCCOC (2R,3S,4S,5R)-3-(3,4-Difluoro-2-(2-methoxyethoxy)phenyl)-4,5-dimethyl-5-(trifluoromethyl)tetrahydrofuran-2-carboxylic acid